C(C)(C)(C)OC(=O)N1CC2(CC1)C(NC1=CC(=CC=C12)NC(C(NC(=O)C=1C(=NOC1)C)C1CCCCCCC1)=O)=O 6-({2-cyclooctyl-2-[(3-methylisoxazole-4-carbonyl)amino]acetyl}amino)-2-oxospiro[indoline-3,3'-pyrrolidine]-1'-carboxylic acid tert-butyl ester